3-(5-isopropylphenyl)-isoxazole C(C)(C)C=1C=CC=C(C1)C1=NOC=C1